C(=O)(O)C1=NN(C=C1)CC(N1N=CC(=C1)C1=CC=NC=C1)C1=[N+](C=C(C=C1)C1=C(C(=CC=C1N1N=NN=C1)Cl)F)[O-] 2-(2-(3-Carboxy-1H-pyrazol-1-yl)-1-(4-(pyridin-4-yl)-1H-pyrazol-1-yl)ethyl)-5-(3-chloro-2-fluoro-6-(1H-tetrazol-1-yl)phenyl)pyridine 1-oxide